C1(C[C@H](CCCC)O1)=O (S)-gamma-heptanolide